C(C1CO1)OCC(COCC1CO1)(COCC1CO1)COCC1CO1 1,1,1,1-tetrakis(glycidyloxymethyl)methane